[NH4+].N1(NN=NC1=C1N=NN=N1)N bitetrazolamine ammonium salt